N-[(1R)-1-[3-(difluoromethyl)-2-fluoro-phenyl]ethyl]-6-(1,2,3,6-tetrahydropyridin-4-yl)-3H-benzotriazole-4-carboxamide FC(C=1C(=C(C=CC1)[C@@H](C)NC(=O)C1=CC(=CC=2N=NNC21)C=2CCNCC2)F)F